(3R,4S)-1-(benzylsulfonyl)-4-(3-methoxyphenyl)-3-((methyl(methyl-d3)amino)methyl)piperidin-4-ylbenzoate C(C1=CC=CC=C1)S(=O)(=O)N1C[C@H]([C@@](CC1)(C1=CC(=CC=C1)OC)OC(C1=CC=CC=C1)=O)CN(C([2H])([2H])[2H])C